(1H-benzo[d][1,2,3]triazol-1-yl)(4-(di(quinolin-6-yl)methyl)piperazin-1-yl)methanone N1(N=NC2=C1C=CC=C2)C(=O)N2CCN(CC2)C(C=2C=C1C=CC=NC1=CC2)C=2C=C1C=CC=NC1=CC2